Cl.ClC(OC1=CC=C(C=C1)NC(=O)C=1C=NC(=C(C1)C1=CC=NN1)N1C[C@@H](CC1)O)(F)F N-[4-[Chloro(difluoro)methoxy]phenyl]-6-[(3R)-3-hydroxypyrrolidin-1-yl]-5-(1H-pyrazol-5-yl)pyridine-3-carboxamide hydrochloride